3-chloro-N-(2,4-dimethoxybenzyl)-4-(3-ethoxy-3-formylpyrrolidin-1-yl)-2,6-difluoro-N-(6-fluoropyridin-2-yl)benzenesulfonamide ClC=1C(=C(C(=CC1N1CC(CC1)(C=O)OCC)F)S(=O)(=O)N(C1=NC(=CC=C1)F)CC1=C(C=C(C=C1)OC)OC)F